3,5,7-trimethyloct-4-en-1-yl acetate C(C)(=O)OCCC(C=C(CC(C)C)C)C